C(C=C)(=O)[O-].C(C=C)(=O)[O-].C(C=C)(=O)[O-].C(CCCCCCCCCCCCCCCCC)[Sn+3] stearyltin triacrylate